(R)-6-((1,4-dioxan-2-yl)methoxy)-N-(2-chloropyrimidin-5-yl)isoquinolin-1-amine O1[C@H](COCC1)COC=1C=C2C=CN=C(C2=CC1)NC=1C=NC(=NC1)Cl